OC1=C(C(N(C2=NC=C(N=C21)C2=CC=C(C=C2)OC)CCN2CCC(CC2)O)=O)C(=O)NC2(CCCCC2)C(=O)O 1-(8-hydroxy-5-(2-(4-hydroxypiperidin-1-yl)ethyl)-2-(4-methoxyphenyl)-6-oxo-5,6-dihydropyrido[2,3-b]pyrazine-7-carboxamido)cyclohexane-1-carboxylic acid